yttrium tri(tetramethylheptanedione) CC(C(C(C(C)(C)C)=O)=O)CCC.CC(C(C(C(C)(C)C)=O)=O)CCC.CC(C(C(C(C)(C)C)=O)=O)CCC.[Y]